2-methyl-2-ethyl-thiazolidine CC1(SCCN1)CC